BrC=1C=C(N2N=CN=C(C21)N)C2=CC(=NC=C2)C 5-bromo-7-(2-methylpyridin-4-yl)pyrrolo[2,1-f][1,2,4]triazin-4-amine